(2-aminophenyl)(4-chlorophenyl)methanone NC1=C(C=CC=C1)C(=O)C1=CC=C(C=C1)Cl